tert-butyl N-[(3S)-1-{2-cyclopropyl-5-[1-(2,6-difluorophenyl)-6-oxopyridazine-3-amido]-1-methyl-1,3-benzodiazol-4-yl}pyrrolidin-3-yl]carbamate C1(CC1)C1=NC2=C(N1C)C=CC(=C2N2C[C@H](CC2)NC(OC(C)(C)C)=O)NC(=O)C2=NN(C(C=C2)=O)C2=C(C=CC=C2F)F